N-[4-[(6,7-Dimethoxy-1,5-naphthyridin-4-yl)oxy]-3-fluorophenyl]-2-(4-fluorophenyl)-6-methyl-3-oxopyridazine-4-carboxamide COC=1N=C2C(=CC=NC2=CC1OC)OC1=C(C=C(C=C1)NC(=O)C=1C(N(N=C(C1)C)C1=CC=C(C=C1)F)=O)F